3-((3-Exo)-3-((7-((4-fluoro-5-methyl-1H-pyrazol-3-yl)amino)-1,6-naphthyridin-5-yl)amino)-8-azabicyclo[3.2.1]oct-8-yl)propionitrile FC=1C(=NNC1C)NC1=NC(=C2C=CC=NC2=C1)NC1CC2CCC(C1)N2CCC#N